Cl.CNC(CNC(=O)N1CC2=CC=CC=C2C1)C1=CC=CC=C1 N-(2-(methylamino)-2-phenylethyl)isoindoline-2-carboxamide hydrochloride